C(C)(C)(C)OC(NN=C1C(COCC1)(C)C)=O N-[(3,3-Dimethyltetrahydropyran-4-ylidene)amino]carbamic acid tert-butyl ester